(E)-4-(4-(2-(pyrene-1-yl)vinyl)phenyl)pyridin-1-ium C1(=CC=C2C=CC3=CC=CC4=CC=C1C2=C34)/C=C/C3=CC=C(C=C3)C3=CC=[NH+]C=C3